ClC=1C=C(NC2=C(C(=O)OC)C=CC=C2)C=C(C1OCCCCOCCOC1=C(C=C(C=C1Cl)CCC(=O)OC)Cl)Cl methyl 2-[3,5-dichloro-4-[4-[2-[2,6-dichloro-4-(3-methoxy-3-oxo-propyl)phenoxy]ethoxy]butoxy]anilino]benzoate